C1(=CC=CC=C1)C=1N=C(SC1)NC(=O)C1CNC1 N-(4-phenylthiazol-2-yl)azetidine-3-carboxamide